5-methyl-6-(3-(4-methylpyridin-3-yl)-7,8-dihydro-1,6-naphthyridin-6(5H)-yl)pyridazine-3-carbonitrile CC=1C=C(N=NC1N1CC=2C=C(C=NC2CC1)C=1C=NC=CC1C)C#N